[C@H]12CN(C[C@H](CC1)N2)C=2C1=C(N=C(N2)OCC(CO)C=2C=NC=CC2)C(=C(N=C1)C1=CC=CC2=CC=CC(=C12)Cl)F 3-((4-((1R,5S)-3,8-diazabicyclo[3.2.1]octan-3-yl)-7-(8-chloronaphthalen-1-yl)-8-fluoropyrido[4,3-d]pyrimidin-2-yl)oxy)-2-(pyridin-3-yl)propan-1-ol